2-(2-((tert-butoxycarbonyl)amino)-5-chlorothiazol-4-yl)acetic acid C(C)(C)(C)OC(=O)NC=1SC(=C(N1)CC(=O)O)Cl